6-(5-amino-2-fluorophenyl)-N-methyl-5H,6H,7H,8H-imidazo[1,5-a]pyridine-1-carboxamide NC=1C=CC(=C(C1)C1CCC=2N(C1)C=NC2C(=O)NC)F